2-((2S,3S)-2-(benzyloxy)pentan-3-yl)hydrazinecarboxylic acid tert-butyl ester C(C)(C)(C)OC(=O)NN[C@H]([C@H](C)OCC1=CC=CC=C1)CC